5-(2,6-dimethylphenoxy)-4-iodo-1H-pyridin-2-one CC1=C(OC=2C(=CC(NC2)=O)I)C(=CC=C1)C